C(C)C1=NC(C=2C(=N1)CCOC2)=O 2-Ethyl-4-oxo-7,8-dihydro-4H-pyrano[4,3-d]pyrimidin